4-[4-[(E)-3-(3-Methylphenyl)prop-2-enoyl]phenoxy]butanoic acid CC=1C=C(C=CC1)/C=C/C(=O)C1=CC=C(OCCCC(=O)O)C=C1